N1(CCCC1)C(=O)N1C(NC2=NC=NC=C12)=O 7-(pyrrolidine-1-carbonyl)purin-8-one